(l)-1-methyl-1-(4-methylphenyl)-urea CN(C(=O)N)C1=CC=C(C=C1)C